methylcyclopentadienyl-(4,7-dimethylindenyl)zirconium C[Zr](C1C=CC2=C(C=CC(=C12)C)C)C1C=CC=C1